(R)-2-amino-2-phenylethanol N[C@@H](CO)C1=CC=CC=C1